(2R,3R,4S,5R,6S)-2-(hydroxymethyl)-4-(4-(3,4,5-trifluorophenyl)-1H-1,2,3-triazole-1-yl)-1,7-dioxaspiro[5.5]undecane-3,5-diol OC[C@H]1O[C@@]2([C@@H]([C@H]([C@H]1O)N1N=NC(=C1)C1=CC(=C(C(=C1)F)F)F)O)OCCCC2